2-(hydroxymethyl)succinic acid OCC(C(=O)O)CC(=O)O